1-methylpiperidin-3-yl 2-hydroxy-2,2-diphenylacetate OC(C(=O)OC1CN(CCC1)C)(C1=CC=CC=C1)C1=CC=CC=C1